Perhydrodiazepine C1CCNNCC1